FC1=C(C=CC(=C1)C(F)(F)F)CNC1CC2(CN(C2)C(=O)N2C[C@H](CC2)N2C=NN=C2)C1 [6-[[2-Fluoro-4-(trifluoromethyl)phenyl]methylamino]-2-azaspiro[3.3]heptan-2-yl]-[(3S)-3-(1,2,4-triazol-4-yl)pyrrolidin-1-yl]methanone